C(C)(C)(C)C1=C(C(=CC(=C1)C(C)(C)C)C1=NC(=CC(=C1)C(C)(C)C)C1=CC(=CC(=C1)[Si](C1=CC=CC=C1)(C1=CC=CC=C1)C1=CC=CC=C1)C1=NC=CC=C1)O 2,4-di-tert-butyl-6-(4-(tert-butyl)-6-(3-(pyridin-2-yl)-5-(triphenylsilyl)phenyl)pyridin-2-yl)phenol